FC1=CC2=C(N=C(O2)C=2C=C(C=CC2)C2=C(C=C(C=C2)F)C2=NN=CN2C)C=C1C(=O)OC Methyl 6-fluoro-2-(4'-fluoro-2'-(4-methyl-4H-1,2,4-triazol-3-yl)-[1,1'-biphenyl]-3-yl)benzo[d]oxazole-5-carboxylate